3-(5,8-dioxaspiro[3.4]octan-2-yl)propanoate C1C(CC12OCCO2)CCC(=O)[O-]